FC1=CC=C(C=C1)[C@H](C)NC1=NC(=CC(=C1)N1CCOCC1)NC1=NC=CN=C1 (S)-N2-[1-(4-fluorophenyl)ethyl]-4-morpholino-N6-(pyrazin-2-yl)pyridine-2,6-diamine